N-morpholinyl acrylate C(C=C)(=O)ON1CCOCC1